C1([C@H](O)[C@H](O)[C@H](O1)CO)O[C@H]1[C@@H](O[C@@H]([C@H]1O)CO)N1C=NC=2C(N)=NC=NC12 O-ribosyl-adenosine